ClC=1NC=C(N1)C1CNCCC1 3-(2-chloro-1H-imidazol-4-yl)piperidine